COC=1C(=NC=CC1)\C(\C)=N/O (Z)-1-(3-methoxypyridin-2-yl)ethan-1-one oxime